N-[2-[(2R)-4-[6-[2-hydroxy-6-methyl-4-(trifluoromethyl)phenyl]pyridazin-3-yl]morpholin-2-yl]ethyl]acetamide OC1=C(C(=CC(=C1)C(F)(F)F)C)C1=CC=C(N=N1)N1C[C@H](OCC1)CCNC(C)=O